ClC=1C=C(OC2CCC(CC2)NC(=O)C=2N=NC(=CC2)N2CCNCC2)C=CC1C#N N-((1r,4r)-4-(3-chloro-4-cyanophenoxy)cyclohexyl)-6-(piperazin-1-yl)pyridazin-3-carboxamide